2-nitro-3-propylthioaniline [N+](=O)([O-])C1=C(N)C=CC=C1SCCC